O.CS(=O)(=O)NC(=O)C1=CSC=2C1=NC=CC2 N-(methylsulfonyl)thieno[3,2-b]pyridine-3-carboxamide hydrate